1-((5-(5-(difluoromethyl)-1,3,4-oxadiazole-2-yl)pyridine-2-yl)methyl)-6-fluoro-3-((1-(oxetan-3-yl)piperidine-4-yl)methyl)-5-(pyridine-3-yl)-1,3-dihydro-2H-benzo[d]imidazole-2-one FC(C1=NN=C(O1)C=1C=CC(=NC1)CN1C(N(C2=C1C=C(C(=C2)C=2C=NC=CC2)F)CC2CCN(CC2)C2COC2)=O)F